CCCC#CC(=O)O Hexynoic acid